CC1(CCN(CC1)C=1N=C2C(=NC1)N=C(C=C2)SC=2C=1N(C=CN2)N=CC1)N 4-methyl-1-(6-(pyrazolo[1,5-a]pyrazin-4-ylthio)pyrido[2,3-b]pyrazin-2-yl)piperidin-4-amine